5-bromo-3-[3-(methanesulfonyl)phenyl]pyridin-2-amine BrC=1C=C(C(=NC1)N)C1=CC(=CC=C1)S(=O)(=O)C